C1(CC1)C1=NNC=C1C1=CC2=C(C=N1)C=NN2C 6-(3-cyclopropyl-1H-pyrazol-4-yl)-1-methyl-1H-pyrazolo[4,3-c]pyridine